FC(C(=O)O)(F)F.C1(=CC=CC=C1)C(C)OC1[C@@H]2CNC[C@H]12 (1R,5S,6s)-6-(1-Phenylethoxy)-3-azabicyclo[3.1.0]hexane trifluoroacetic acid salt